(R)-(3-(1-amino-8-azaspiro[4.5]dec-8-yl)-6-((2,3-dichloropyridin-4-yl)thio)-5-methylpyrazin-2-yl)methanol N[C@@H]1CCCC12CCN(CC2)C=2C(=NC(=C(N2)C)SC2=C(C(=NC=C2)Cl)Cl)CO